C(C1=CC=CC=C1)C1CC(NCC1)C1=C(C=CC=C1)C(C)C 4-benzyl-2-(2-isopropylphenyl)piperidine